CN(C)CCCCCCCCCCCCCCCCCC N,N-dimethylstearyl-amine